C(#N)/C(/C(=O)NCCCCC1CCN(CC1)C(C1=CC=C(C=C1)N1CCN(CC1)CCCCCC#CC1=C2CN(C(C2=CC=C1)=O)C1C(NC(CC1)=O)=O)=O)=C\C=1C=NC(=CC1)F (E)-2-cyano-N-(4-(1-(4-(4-(7-(2-(2,6-dioxopiperidin-3-yl)-1-oxoisoindolin-4-yl)hept-6-yn-1-yl)piperazin-1-yl)benzoyl)piperidin-4-yl)butyl)-3-(6-fluoropyridin-3-yl)acrylamide